(4-((1H-imidazol-2-yl)amino)piperidin-1-yl)(4'-fluoro-[1,1'-biphenyl]-4-yl)methanone N1C(=NC=C1)NC1CCN(CC1)C(=O)C1=CC=C(C=C1)C1=CC=C(C=C1)F